COC=1N=CC(=NC1)C=1CCN(CC1)C(=O)C1=C(OC=2N=CN=C(C21)NC2(CC2)C)C 5-[4-(5-methoxypyrazin-2-yl)-1,2,3,6-tetrahydropyridine-1-carbonyl]-6-methyl-N-(1-methylcyclopropyl)furo[2,3-d]pyrimidin-4-amine